dimethyl (4-(3-amino-6-(4-(methylsulfonyl)phenyl)pyrazine-2-carboxamido)phenylsulfonyl)methylphosphonate NC=1C(=NC(=CN1)C1=CC=C(C=C1)S(=O)(=O)C)C(=O)NC1=CC=C(C=C1)S(=O)(=O)CP(OC)(OC)=O